2,2'-((2-isocyanato-1,3-phenylene)bis(methylene))bis(isocyanatobenzene) N(=C=O)C1=C(C=CC=C1CC1=C(C=CC=C1)N=C=O)CC1=C(C=CC=C1)N=C=O